C(\C=C\C)[Pd]Cl (2E)-but-2-en-1-yl(chloro)palladium